FC1CN(C1)C(=O)NC1=CC(=NC=C1)N1N=C2N=CC(=CC2=C1)C1=NC=CC=C1 3-fluoro-N-{2-[5-(pyridin-2-yl)-2H-pyrazolo[3,4-b]pyridin-2-yl]pyridin-4-yl}azetidine-1-carboxamide